C(#N)C1=NC(=CC(C1OC)=O)OC 2-cyano-3,6-dimethoxypyridin-4-one